4-(6-oxa-3-azabicyclo[3.1.1]heptan-3-yl)-2-methoxy-N-(5-(thiophen-2-yl)-1,3,4-oxadiazol-2-yl)benzamide C12CN(CC(O1)C2)C2=CC(=C(C(=O)NC=1OC(=NN1)C=1SC=CC1)C=C2)OC